FC1=C(C=CC(C)=O)C=C(C=C1)F 2,5-difluorobenzylideneacetone